ClC=1C=NN(C1C(NC1=NC=C(C=C1C)C1=CC(=C(C=C1)OC)OC)=O)C1CCN(CC1)C(=O)OC(C)(C)C tert-butyl 4-(4-chloro-5-((5-(3,4-dimethoxyphenyl)-3-methylpyridin-2-yl)carbamoyl)-1H-pyrazol-1-yl)piperidine-1-carboxylate